3-(1H-indol-5-yl)-1-(4-{[(1H-indol-5-yl)carbamothioyl]amino}phenyl)thiourea N1C=CC2=CC(=CC=C12)NC(NC1=CC=C(C=C1)NC(NC=1C=C2C=CNC2=CC1)=S)=S